1,3-bis[2-(3-aminophenyl)-2-propyl]benzene NC=1C=C(C=CC1)C(C)(C)C1=CC(=CC=C1)C(C)(C)C1=CC(=CC=C1)N